bis(2,6-dimethoxybenzoyl)-2,4,4-trimethyl-pentyl-phosphine oxide COC1=C(C(=O)P(CC(CC(C)(C)C)C)(C(C2=C(C=CC=C2OC)OC)=O)=O)C(=CC=C1)OC